(3R,4S)-tert-butyl 3-((((benzyloxy)carbonyl)amino)methyl)-4-hydroxypyrrolidine-1-carboxylate C(C1=CC=CC=C1)OC(=O)NC[C@@H]1CN(C[C@H]1O)C(=O)OC(C)(C)C